ClC1=CC=C(C=C1)C=1N=C(C=2N(C1)N=C(N2)N([C@H](CO)C)C)C=2C=NN(C2)C (S)-2-((6-(4-chlorophenyl)-8-(1-methyl-1H-pyrazol-4-yl)-[1,2,4]triazolo[1,5-a]pyrazin-2-yl)(methyl)amino)propan-1-ol